nickel carbon silicon [Si].[C].[Ni]